CN1CCC(CC1)NC(=O)C1CCNCC1 N-(1-methylpiperidin-4-yl)piperidine-4-carboxamide